6-ethyl-3-(1-(6-(trifluoromethyl)pyridin-3-yl)ethyl)-5,6,7,8-tetrahydropyrido[4,3-d]pyrimidin-4(3h)-one C(C)N1CC2=C(N=CN(C2=O)C(C)C=2C=NC(=CC2)C(F)(F)F)CC1